C(CCCCCCCCCCC)C=1NC2=C(N1)C=CC=C2 2-n-dodecylbenzimidazole